3-ethyl-1-methyl-4-(4,4,5,5-tetramethyl-1,3,2-dioxaborolan-2-yl)-1H-pyrazole C(C)C1=NN(C=C1B1OC(C(O1)(C)C)(C)C)C